dibutyl((5-(4-fluorophenyl)-6-isopropyl-1H-pyrazolo[4,3-g]isoquinolin-8-yl)imino)-λ6-sulfanone C(CCC)S(=O)(=NC1=NC(=C(C2=CC3=C(C=C12)NN=C3)C3=CC=C(C=C3)F)C(C)C)CCCC